NC1=NC=C(C=C1NC(OCC1=CC=CC=C1)=O)Br benzyl (2-amino-5-bromopyridin-3-yl)carbamate